C1=NC(=CC2=CC=CC=C12)CC=1C=2N(C=CC1)N=CC2C(=O)N[C@@H](C)C2=CC=C(C(=O)O)C=C2 4-[(1S)-1-[[4-(3-isoquinolinylmethyl)pyrazolo[1,5-a]pyridine-3-carbonyl]amino]ethyl]benzoic acid